N-(4'-amino-3,3'-dimethyl-[1,1'-biphenyl]-4-yl)-5-bromopentanamide NC1=C(C=C(C=C1)C1=CC(=C(C=C1)NC(CCCCBr)=O)C)C